tert-butyl 3-[(12S)-8-bromo-7-chloro-12-morpholino-2-oxo-10-thia-1,3-diazatricyclo[7.4.1.05,14]tetradeca-3,5(14),6,8-tetraen-4-yl]-3,8-diazabicyclo[3.2.1]octane-8-carboxylate BrC=1C(=CC=2C(=NC(N3C[C@@H](CSC1C32)N3CCOCC3)=O)N3CC2CCC(C3)N2C(=O)OC(C)(C)C)Cl